4-(methoxymethyl)-1-((4-phenoxybenzoyl)glycyl)pyrrolidine-2-carboxamide COCC1CC(N(C1)C(CNC(C1=CC=C(C=C1)OC1=CC=CC=C1)=O)=O)C(=O)N